pentyl-phosphine C(CCCC)P